2-[[2-(difluoromethoxy)benzoyl]amino]-4-[2-ethoxyethyl-[4-(5,6,7,8-tetrahydro-1,8-naphthyridin-2-yl)butyl]amino]butanoic acid FC(OC1=C(C(=O)NC(C(=O)O)CCN(CCCCC2=NC=3NCCCC3C=C2)CCOCC)C=CC=C1)F